tert-butyl 2-(3,4-dichlorophenyl)-1-ethyl-5-[2-fluoro-5-(1-methylbut-2-ynoxycarbonyl)phenyl]-6-methyl-4-oxo-pyridine-3-carboxylate ClC=1C=C(C=CC1Cl)C=1N(C(=C(C(C1C(=O)OC(C)(C)C)=O)C1=C(C=CC(=C1)C(=O)OC(C#CC)C)F)C)CC